(S)-2,4-dimethylpiperazine-1-carboxylic acid C[C@@H]1N(CCN(C1)C)C(=O)O